2,5-di(pyridine-4-yl)thiazole N1=CC=C(C=C1)C=1SC(=CN1)C1=CC=NC=C1